6-bromo-8-cyclopentyl-2-[[5-(1,4-dioxa-8-azaspiro[4.5]dec-8-yl)-2-pyridinyl]amino]-5-methylpyrido[2,3-d]pyrimidin-7-one BrC1=C(C2=C(N=C(N=C2)NC2=NC=C(C=C2)N2CCC3(OCCO3)CC2)N(C1=O)C1CCCC1)C